1-acetyl-4-(4-(difluoromethoxy)-3-(ethoxy)phenyl)pyrrolidine-2-carboxylic acid C(C)(=O)N1C(CC(C1)C1=CC(=C(C=C1)OC(F)F)OCC)C(=O)O